C(CCCCCCCCCCC)NCCCCCCCCCCCC bisdodecyl-amine